(1R,2R)-ethyl 2-(1-hydroxybut-3-en-1-yl)cyclopropanecarboxylate OC(CC=C)[C@H]1[C@@H](C1)C(=O)OCC